FC1=C(C=C2CN(C(C2=C1)=O)C1C(NC(CC1)=O)=O)C1CCN(CC1)CC1CCN(CC1)C1=CC(=CC=C1)S(=O)(=O)N1CCC(CC1)NC1=NC=C(C=N1)C(F)(F)F 3-(6-fluoro-1-oxo-5-(1-((1-(3-((4-((5-(trifluoromethyl)pyrimidin-2-yl)amino)-piperidin-1-yl)sulfonyl)phenyl)piperidin-4-yl)methyl)piperidin-4-yl)isoindolin-2-yl)piperidine-2,6-dione